N-(4-(1-(3-acrylamidobicyclo[1.1.1]pentan-1-yl)-1H-1,2,3-triazol-4-yl)-2-methoxyphenyl)-6-(4-chloro-1H-pyrazol-5-yl)picolinamide C(C=C)(=O)NC12CC(C1)(C2)N2N=NC(=C2)C2=CC(=C(C=C2)NC(C2=NC(=CC=C2)C2=C(C=NN2)Cl)=O)OC